methyl 5-(difluoromethoxy)-2-methyl-3-(trifluoromethyl)-benzoate FC(OC=1C=C(C(=C(C(=O)OC)C1)C)C(F)(F)F)F